3-(((7-(2-aminopyrimidin-4-yl)-2,3-dihydrofuro[3,2-c]pyridin-4-yl)amino)methyl)-N-(5-((2-(methylamino)ethyl)amino)pyridin-2-yl)benzamide NC1=NC=CC(=N1)C=1C2=C(C(=NC1)NCC=1C=C(C(=O)NC3=NC=C(C=C3)NCCNC)C=CC1)CCO2